N,N',N''-(benzene-1,3,5-triyltris(methylene))tris(3-(2-iodoacetamido)propanamide) C1(=CC(=CC(=C1)CNC(CCNC(CI)=O)=O)CNC(CCNC(CI)=O)=O)CNC(CCNC(CI)=O)=O